tert-butyl (5-fluoro-4-(4,4,5,5-tetramethyl-1,3,2-dioxaborolan-2-yl)benzo[b]thiophen-2-yl)carbamate FC1=C(C2=C(SC(=C2)NC(OC(C)(C)C)=O)C=C1)B1OC(C(O1)(C)C)(C)C